C(CCCCCCCCCCCCCCCCCCCCCCCCCCCCCCCCCCCCCCC)(=O)OCCCCCCCCCCCCCCCCCC stearyl tetracontanoate